FC(C(C(F)(F)F)(C=1C=C2C(OC(C2=CC1)=O)=O)C=1C=C2C(OC(C2=CC1)=O)=O)(F)F 5,5'-(perfluoropropane-2,2-diyl)bis(isobenzofuran-1,3-dione)